O1CCC12CN(CC2)CC=2NC1=CC(=CC=C1C2)CNC(=O)C=2N=C1N(C(C2)=O)C=CC=C1 N-{[2-({1-oxa-6-azaspiro[3.4]octan-6-yl}methyl)-1H-indol-6-yl]methyl}-4-oxo-4H-pyrido[1,2-a]pyrimidine-2-carboxamide